C1C(CC12CCNCC2)N2CCC(CC2)C2=CC1=C(N(C(N1C)=O)C1C(NC(CC1)=O)=O)C=C2 3-(5-(1-(7-azaspiro[3.5]non-2-yl)piperidin-4-yl)-3-methyl-2-oxo-2,3-dihydro-1H-benzo[d]imidazol-1-yl)piperidine-2,6-dione